5-(Aminomethyl)-5-(5-fluoro-6-(4-fluorophenyl)-4-(2-hydroxypropan-2-yl)pyridin-2-yl)dihydrofuran-3(2H)-one hydrogen chloride Cl.NCC1(CC(CO1)=O)C1=NC(=C(C(=C1)C(C)(C)O)F)C1=CC=C(C=C1)F